C(C)(C)(C)OC(=O)N1CCN(CC1)CC1=CC=C(C=C1)N1C(=NC=2C1=NC=C(C2)C2=CC=CC=C2)C=2C(=NC=CC2)N.C2(=CC=C(C=C2)C2(CC2)NC(C(C)(C)C)=O)C N-(1-(4-tolyl)cyclopropyl)pivalamide tert-butyl-4-[[4-[2-(2-amino-3-pyridyl)-6-phenyl-imidazo[4,5-b]pyridin-3-yl]phenyl]methyl]piperazine-1-carboxylate